1,N1,N2,N2-tetraethylethane-1,2-diamine C(C)C(CN(CC)CC)NCC